C(C1=C(C(=C(C(=C1)C)O)CC1=C(C=C(C=C1)O)O)C)C1=C(C(=C(C(=C1)C)O)CC1=C(C=C(C=C1)O)O)C 4,4'-methylenebis[2-[(2,4-dihydroxyphenyl)methyl]-3,6-dimethylphenol]